[Ni].C(C=C)N1C(CCC1)C(=O)O 1-allylpyrrolidine-2-carboxylic acid nickel